N-(2,2'-dichloro-3'-(5-(((2-hydroxyethyl)amino)methyl)picolinamido)-[1,1'-biphenyl]-3-yl)-4-((R)-3-hydroxypyrrolidin-1-yl)-4,5,6,7-tetrahydropyrazolo[1,5-a]pyridine-2-carboxamide ClC1=C(C=CC=C1NC(=O)C1=NN2C(C(CCC2)N2C[C@@H](CC2)O)=C1)C1=C(C(=CC=C1)NC(C1=NC=C(C=C1)CNCCO)=O)Cl